O=C1NC(CCC1N1C(C2=CC=CC(=C2C1)NC(C(=O)OC(C)(C)C)C)=O)=O tert-Butyl 2-[[2-(2,6-dioxo-3-piperidyl)-1-oxo-isoindolin-4-yl]amino]propanoate